C(C)C1=NN2C(NC=3C(=C2)CN(C3)CC3=NC=CC=C3)=C1 2-ethyl-6-[(pyridin-2-yl)methyl]-6,7-dihydro-4H-pyrazolo[1,5-a]pyrrolo[3,4-d]pyrimidine